NC1=NC=C(C2=C1C(=C(S2)C2=C(C=C(C=C2)NC(C(=C)F)=O)C)C2=CC(=C(C=C2)OC2=NC=CC(=N2)C)F)C=2C=NN(C2)C N-(4-(4-amino-3-(3-fluoro-4-((4-methylpyrimidin-2-yl)oxy)phenyl)-7-(1-methyl-1H-pyrazol-4-yl)thieno[3,2-c]pyridin-2-yl)-3-methylphenyl)-2-fluoroacrylamide